N[C@@H]1CN(C[C@@H](C1)N)C(=O)C1=CC2=C(N(C(=N2)C=2N(C3=CC=CC=C3C2)CC)C)C=C1 |r| (+/-)-((cis)-3,5-Diaminopiperidin-1-yl)(2-(1-ethyl-1H-indol-2-yl)-1-methyl-1H-benzo[d]imidazol-5-yl)methanon